ethyl (S)-3-(8-bromo-6-(2-chlorophenyl)-1-(methylthio)-4H-benzo[f][1,2,4]triazolo[4,3-a][1,4]diazepin-4-yl)propionate BrC=1C=CC2=C(C(=N[C@H](C=3N2C(=NN3)SC)CCC(=O)OCC)C3=C(C=CC=C3)Cl)C1